C(C1=CC=CC=C1)O[C@H]1[C@@H](OC)O[C@@H]([C@H]([C@@H]1OCC1=CC=CC=C1)O)COCC1=CC=CC=C1 methyl 2,3,6-tri-O-benzyl-α-D-glucopyranoside